C[C@H](CCO)CO[Si](C(C)C)(C(C)C)C(C)C (R)-3-methyl-4-((triisopropylsilyl)oxy)butan-1-ol